6-amino-2-[(4S)-4-amino-4,6-dihydrospiro[cyclopenta[d][1,3]thiazol-5,4'-piperidin]-1'-yl]-5-(2,3-dichlorophenyl)pyrimidine-4-carbonitrile NC1=C(C(=NC(=N1)N1CCC2(CC1)CC1=C(N=CS1)[C@H]2N)C#N)C2=C(C(=CC=C2)Cl)Cl